BrC=1C(=C(C#N)C=CC1)N1CCN(CC1)S(=O)(=O)C bromo-2-(4-(methylsulfonyl)piperazin-1-yl)benzonitrile